(4-amino-7-bromo-2-(pyridin-2-ylmethyl)-2H-[1,2,3]triazolo[4,5-c]pyridin-6-yl)benzonitrile NC1=NC(=C(C=2C1=NN(N2)CC2=NC=CC=C2)Br)C2=C(C#N)C=CC=C2